1-methyl-4-(3-(trimethoxysilyl)propyl)piperazine CN1CCN(CC1)CCC[Si](OC)(OC)OC